Cl.Cl.CC1CC2=C(CN1)C(=NN2)C=2N=CSC2 4-6-methyl-1H,4H,5H,6H,7H-pyrazolo[4,3-c]pyridin-3-yl-1,3-thiazole dihydrochloride